BrC1=CC=CC2=C1C(=NO2)NS(=O)(=O)C2=C(C=CC(=C2)CC)OC N-(4-Bromobenzo[d]isoxazol-3-yl)-5-ethyl-2-methoxybenzenesulfonamide